3-(2,6-difluoro-3,5-dimethoxyphenyl)-7-(1,3-dimethyl-1H-pyrazol-4-yl)-1-((6-methoxypyridin-3-yl)methyl)-3,4-dihydropyrido[4,3-d]pyrimidin-2(1H)-one FC1=C(C(=C(C=C1OC)OC)F)N1C(N(C2=C(C1)C=NC(=C2)C=2C(=NN(C2)C)C)CC=2C=NC(=CC2)OC)=O